2-(2-amino-6-((4-(methoxy)benzyl)amino)-9H-purin-9-yl)-N-(1-ethyl-3-methyl-1H-pyrazol-5-yl)acetamide NC1=NC(=C2N=CN(C2=N1)CC(=O)NC1=CC(=NN1CC)C)NCC1=CC=C(C=C1)OC